N1=C(C=NC=C1)NC1=NC(=C2C=CC=NC2=C1)NC1CC2CCC(C1)N2CCC#N 3-((3-exo)-3-((7-(pyrazin-2-ylamino)-1,6-naphthyridin-5-yl)amino)-8-azabicyclo[3.2.1]oct-8-yl)propionitrile